C(C=C)(=O)OCCN(S(=O)(=O)C(C(C(C(F)(F)F)(F)F)(F)F)(F)F)C 2-propenoic acid, 2-[methyl[(nonafluorobutyl)sulfonyl]amino]ethyl ester